Dodecanoic acid, 4-methylphenyl ester C(CCCCCCCCCCC)(=O)OC1=CC=C(C=C1)C